2-cyclooctyl-2-[(3-methylisoxazole-4-carbonyl)amino]acetic acid C1(CCCCCCC1)C(C(=O)O)NC(=O)C=1C(=NOC1)C